(3S)-1-[(isoquinolin-6-yl)methyl]pyrrolidin C1=NC=CC2=CC(=CC=C12)CN1CCCC1